FC1=CC=C(C(=N1)N)OC 6-fluoro-3-methoxypyridin-2-amine